IC1=CC=C(C=C1)C1=CC(=NC(=C1)C1=NC=CC=C1)C1=NC=CC=C1 4'-(4-iodophenyl)-2,2':6',2''-terpyridine